C(C)(=O)C1=C(C2=C(N=C(N=C2)NC2=CC=C(C=N2)N2CCN(CC2)C2CCN(CC2)C=2C=C3CN(C(C3=CC2)=O)C2C(NC(CC2)=O)=O)N(C1=O)C1CCCC1)C 3-(5-(4-(4-(6-((6-acetyl-8-cyclopentyl-5-methyl-7-oxo-7,8-dihydropyrido[2,3-d]pyrimidin-2-yl)amino)pyridin-3-yl)piperazin-1-yl)piperidin-1-yl)-1-oxoisoindolin-2-yl)piperidine-2,6-dione